C(C1=CC=CC=C1)OC(=O)N1[C@@H](CC[C@@H]1COS(=O)(=O)C1=CC=C(C)C=C1)COS(=O)(=O)C1=CC=C(C)C=C1 (2s,5r)-2,5-bis(p-toluenesulfonyloxymethyl)pyrrolidine-1-carboxylic acid benzyl ester